penteneimine C(C=CCC)=N